4-(4-(4-(1-(4-fluorobenzyl)-1H-1,2,3-triazol-4-yl)phenyl)-2-oxopyridin-1(2H)-yl)-2-methyl-2-(methylsulfonyl)-N-((tetrahydro-2H-pyran-2-yl)oxy)butanamide FC1=CC=C(CN2N=NC(=C2)C2=CC=C(C=C2)C2=CC(N(C=C2)CCC(C(=O)NOC2OCCCC2)(S(=O)(=O)C)C)=O)C=C1